8-Cyclobutyl-7-(1-(1-ethoxyethyl)-1H-pyrazol-4-yl)-[1,2,4]triazolo[1,5-c]pyrimidin-2-amine C1(CCC1)C=1C=2N(C=NC1C=1C=NN(C1)C(C)OCC)N=C(N2)N